tert-Butyl (1R,5S,6r)-6-(4-bromophenyl)-6-hydroxy-3-azabicyclo[3.1.1]heptane-3-carboxylate BrC1=CC=C(C=C1)C1([C@@H]2CN(C[C@H]1C2)C(=O)OC(C)(C)C)O